C(CCCCC)C1C(C1CCO)(C)C 2-(3-hexyl-2,2-dimethylcyclopropyl)ethan-1-ol